N[C@@H](CC(=O)OCC)C1=CC=C(C=C1)C1=C(C=CC=C1C)C ethyl (S)-3-amino-3-(2',6'-dimethylbiphenyl-4-yl)propanoate